8,9-dichloro-5-methyl-12-phenyl-5-(selenocyanatomethyl)indolo[2,1-a]isoquinolin-6(5H)-one ClC1=C(C=CC=2C(=C3N(C(C(C=4C=CC=CC34)(C[Se]C#N)C)=O)C12)C1=CC=CC=C1)Cl